CC1(OB(OC1(C)C)C1=CC(=NC=C1)C(=O)N)C 4-(4,4,5,5-tetramethyl-1,3,2-dioxaborolan-2-yl)picolinamide